bis-salicylfumarate C(C=1C(O)=CC=CC1)\C(=C(/C(=O)[O-])\CC=1C(O)=CC=CC1)\C(=O)[O-]